5-[4-(2,5-dichloropyrimidin-4-yl)pyrazol-1-yl]-1H-pyridin-2-one ClC1=NC=C(C(=N1)C=1C=NN(C1)C=1C=CC(NC1)=O)Cl